NC1=C(C(=NC(=C1)C1=C(C(=C(C=C1)Cl)OC)F)C(=O)O)Cl 4-amino-3-chloro-6-(4-chloro-2-fluoro-3-methoxyphenyl)pyridine-2-carboxylic acid